C(=C=C)COCCO ethylene glycol propadienylmethyl ether